3-{[(4-cyanophenyl)carbamoyl]amino}-3-[(3-hydroxy-1-methoxy-1-oxopropan-2-yl)carbamoyl]propanoic acid C(#N)C1=CC=C(C=C1)NC(=O)NC(CC(=O)O)C(NC(C(=O)OC)CO)=O